5-[(Methoxymethyl)oxy]-4-methyl-3,4-dihydro-2H-chromen-7-ylacetylene COCOC1=C2C(CCOC2=CC(=C1)C#C)C